1-(((4-Bromo-2,5-dimethoxyphenethyl)carbamoyl)oxy)ethyl (tert-butoxycarbonyl)-L-valinate C(C)(C)(C)OC(=O)N[C@@H](C(C)C)C(=O)OC(C)OC(NCCC1=C(C=C(C(=C1)OC)Br)OC)=O